C(C1=CC=CC=C1)OC1=CC(=CC2=C1C=C(O2)C=2N=C1SC(=NN1C2)Br)F 6-(4-(benzyloxy)-6-fluorobenzofuran-2-yl)-2-bromoimidazo[2,1-b][1,3,4]thiadiazole